(Z)-3-(5-(4-(2-hydroxy-5-(4-(1-(4-hydroxyphenyl)-2-phenylbut-1-en-1-yl)phenoxy)pentyl)piperazin-1-yl)-1-oxoisoindolin-2-yl)piperidine-2,6-dione OC(CN1CCN(CC1)C=1C=C2CN(C(C2=CC1)=O)C1C(NC(CC1)=O)=O)CCCOC1=CC=C(C=C1)\C(=C(\CC)/C1=CC=CC=C1)\C1=CC=C(C=C1)O